C(O)(O)=O.C1(CCCCCCCCC1)(O)O.C1(CCCCCCCCC1)(O)O.C1(CCCCCCCCC1)(O)O tricyclodecanediol carbonate